CC1CC(C1)(C1=NN=CN1C)C=1C=C(C=2N(C1)C=CN2)N2CC1=C(C=C(C=C1C2=O)CN2CC(C2)CC#N)C(F)(F)F 2-(1-((2-(6-((1S,3S)-3-methyl-1-(4-methyl-4H-1,2,4-triazol-3-yl)cyclobutyl)imidazo[1,2-a]pyridin-8-yl)-3-oxo-7-(trifluoromethyl)isoindolin-5-yl)methyl)azetidin-3-yl)acetonitrile